C(C=C)(=O)NNC(C(C)C1=CC=CC=C1)=O N-acrylamidophenylpropionamide